Fmoc-N-t-butoxycarbonyl-L-lysine C(=O)(OCC1C2=CC=CC=C2C2=CC=CC=C12)N([C@@H](CCCCN)C(=O)O)C(=O)OC(C)(C)C